N1=CC=C(C=C1)CC1(C(C=CC=C1)N)N 2-(pyridin-4-ylmethyl)benzene-1,2-diamine